(R)-4-(5-(4-chloro-2-fluorophenyl)-2-methyl-1,6-naphthyridin-7-yl)-2-(2-methylpyridin-4-yl)morpholine ClC1=CC(=C(C=C1)C1=C2C=CC(=NC2=CC(=N1)N1C[C@H](OCC1)C1=CC(=NC=C1)C)C)F